OC=1C=C2C=CC(=CC2=CC1)C1=NOC(=N1)[C@H]1N(CCC1)C(=O)OC(C)(C)C Tert-butyl (S)-2-(3-(6-hydroxynaphthalen-2-yl)-1,2,4-oxadiazol-5-yl)pyrrolidine-1-carboxylate